8-bromo-2-chloro-3-ethyl-6-methyl-quinoline-4-carboxamide BrC=1C=C(C=C2C(=C(C(=NC12)Cl)CC)C(=O)N)C